butyl N-[1-{3-(1-methylethenyl)-phenyl}-1-methylethyl]carbamate CC(=C)C=1C=C(C=CC1)C(C)(C)NC(OCCCC)=O